(3-fluoro-n-propyl)(3,3,3-trifluoro-n-propyl)ether FCCCOCCC(F)(F)F